C(C)=C1C2C3C4C=CC(C3C(C1)C2)C4 8-ethylidene-tetracyclo[4.4.0.12,5.17,10]Dodec-3-ene